3-[[4-[(2R)-3-(1-Bicyclo[1.1.1]pentanyl)-2-[[2-(1-methylcyclopropyl)furo[3,2-b]pyridin-5-yl]methylamino]propoxy]-6-(2,6-dimethylphenyl)pyrimidin-2-yl]sulfamoyl]benzoic acid C12(CC(C1)C2)C[C@H](COC2=NC(=NC(=C2)C2=C(C=CC=C2C)C)NS(=O)(=O)C=2C=C(C(=O)O)C=CC2)NCC2=CC=C1C(=N2)C=C(O1)C1(CC1)C